pyrrolo[2,3-c]pyridine-1-carboxylate N1(C=CC=2C1=CN=CC2)C(=O)[O-]